(2-((2-((1-((dimethylamino)methyl)cyclopropyl)methoxy)-7-(8-ethylnaphthalen-1-yl)-5,6,7,8-tetrahydropyrido[3,4-d]pyrimidin-4-yl)amino)ethyl)-5,5-dimethylpyrrolidin-2-one CN(C)CC1(CC1)COC=1N=C(C2=C(N1)CN(CC2)C2=CC=CC1=CC=CC(=C21)CC)NCCN2C(CCC2(C)C)=O